3,5,5'-triiodothyronine IC=1C=C(C[C@H](N)C(=O)O)C=C(C1OC1=CC=C(C(=C1)I)O)I